C(C1=CC=CC=C1)N(C(C(=O)N)CF)CC1=CC=CC=C1 2-(dibenzylamino)-3-fluoropropionamide